tert-butyl (3-(1-benzylpiperidin-4-yl)propyl)carbamate C(C1=CC=CC=C1)N1CCC(CC1)CCCNC(OC(C)(C)C)=O